FC1=C(C=CC(=C1)F)N1C(N([C@@H](C1)C#N)C1=CN=CC2=CC=CC=C12)=O (S)-1-(2,4-difluorophenyl)-3-(isoquinolin-4-yl)-2-oxoimidazoline-4-carbonitrile